N,N'-Bis-(4-Chlorophenyl)-3,12-diimino-2,4,11,13-tetraazatetradecandi-imidamid ClC1=CC=C(C=C1)NC(NC(NCCCCCCNC(NC(NC1=CC=C(C=C1)Cl)=N)=N)=N)=N